N-((4-(((4-methylmorpholin-2-yl)methyl)amino)-3-nitrophenyl)sulfonyl)benzamide [2-[[2-methyl-6-[[5-(4-pyridyl)thiazol-2-yl]amino]pyrimidin-4-yl]amino]ethyl]carbamate CC1=NC(=CC(=N1)NCCNC(O)=O)NC=1SC(=CN1)C1=CC=NC=C1.CN1CC(OCC1)CNC1=C(C=C(C=C1)S(=O)(=O)NC(C1=CC=CC=C1)=O)[N+](=O)[O-]